3-methyl-6,7-dihydropyrazolo[1,5-a]pyrazine CC=1C=NN2C1C=NCC2